NN1C(=NC(=C1C(=O)N)C1=CC=C(C=C1)C(NC1=NC=CC(=C1)C)=O)[C@H]1N(CCCC1)C(\C=C\C(F)(F)F)=O (S,E)-1-amino-4-(4-((4-methylpyridin-2-yl)carbamoyl)phenyl)-2-(1-(4,4,4-trifluorobut-2-enoyl)piperidin-2-yl)-1H-imidazole-5-carboxamide